FC1=C(C=CC(=C1)CN1CC2CNCC2C1)C1=CC=C2C(=CC=NC2=C1)NC=1C=CC2=C(N=CS2)C1 N-(7-(2-fluoro-4-((hexahydropyrrolo[3,4-c]pyrrol-2(1H)-yl)methyl)phenyl)quinolin-4-yl)benzo[d]thiazol-5-amine